(cis)-Methyl 4-(2-chloro-4-fluorophenyl)-6-(4-(methylamino)cyclohexyl)-2-(thiazol-2-yl)-1,4-dihydropyrimidine-5-carboxylate ClC1=C(C=CC(=C1)F)C1N=C(NC(=C1C(=O)OC)[C@@H]1CC[C@@H](CC1)NC)C=1SC=CN1